ethylene glycol bis(sulfo-succinimidyl-succinate) S(=O)(=O)(O)C(C(=O)O)(CC(=O)O)N1C(CCC1=O)=O.S(=O)(=O)(O)C(C(=O)O)(CC(=O)O)N1C(CCC1=O)=O.C(CO)O